C1(=CC=CC=C1)C(C(=O)O)C1CCCC1 α-phenylcyclopentaneacetic acid